C1(CCCCC1)[C@H]1CC2(CN(C2)C(=O)C2CC3(C2)NC(CC3)=O)CC1 |r| (rac)-(2r,4s)-2-(6-cyclohexyl-2-azaspiro[3.4]octane-2-carbonyl)-5-azaspiro[3.4]octan-6-one